Cl.C[C@@H]1NCC[C@H]2[C@@H](CCC[C@H]12)[C@@H](C(F)(F)F)O (1S)-1-[(1S,4aR,5R,8aS)-1-methyl-1,2,3,4,4a,5,6,7,8,8a-decahydroisoquinolin-5-yl]-2,2,2-trifluoro-ethanol hydrochloride